phenyl (R)-(4-(3-(but-2-ynamido)piperidin-1-yl)pyridin-2-yl)carbamate C(C#CC)(=O)N[C@H]1CN(CCC1)C1=CC(=NC=C1)NC(OC1=CC=CC=C1)=O